4-Hydroxy-L-prolinol OC1C[C@H](NC1)CO